C(C)(C)(C)C1=NN(C(=C1O)C(C)(C)C)CC 3,5-di-tert-butyl-1-ethyl-4-hydroxy-pyrazole